N=NC=C.[Co+3] Cobalt (III) Diazabutadiene